O1C(=NC2=C1C=CC=C2)C(=O)N2CC=1N=C(SC1C2)NC(=O)C=2C=NC(=CC2C2=CC(=NC=C2OC)Cl)C N-(5-(benzo[d]oxazole-2-carbonyl)-5,6-dihydro-4H-pyrrolo[3,4-d]thiazol-2-yl)-2'-chloro-5'-methoxy-6-methyl-[4,4'-bipyridine]-3-carboxamide